COC(=O)C1=CC2=C(OC1=O)C=C(S2)N(C(=O)NC2=C(C=CC=C2)OCC)C.C2(=CC=CC=C2)N2C(NC1=C2C=CC=C1)C1=CC=CC=C1 4-(3-phenyl-1H-benzo[d]imidazol-2-yl)Benzene methyl-2-(3-(2-ethoxyphenyl)-1-methylureido)-5-oxo-5H-thieno[3,2-b]pyran-6-carboxylate